N1-cyclobutyl-N2-((S)-4-methyl-1-oxo-1-(((S)-3-oxo-1-((S)-2-oxopyrrolidin-3-yl)-4-(2,3,5,6-tetrafluorophenoxy)butan-2-yl)amino)pentan-2-yl)oxalamide C1(CCC1)NC(C(=O)N[C@H](C(N[C@@H](C[C@H]1C(NCC1)=O)C(COC1=C(C(=CC(=C1F)F)F)F)=O)=O)CC(C)C)=O